C(C)(C)(C)OC(=O)N1C=C(C2=CC(=CC=C12)C\C=C\C1=NC=C(C=C1)C(F)(F)F)NC(=O)OC(C)(C)C (E)-3-((tert-butoxycarbonyl)amino)-5-(3-(5-(trifluoromethyl)pyridin-2-yl)allyl)-1H-indole-1-carboxylic acid tert-butyl ester